5-(3-chloropyrazin-2-yl)-N-ethyl-2-methoxy-benzenesulfonamide ClC=1C(=NC=CN1)C=1C=CC(=C(C1)S(=O)(=O)NCC)OC